C1(=CC=CC=C1)CCCB(O)O 3-phenyl-1-propylboronic acid